(S)-5-chloro-N-(2,4-dimethoxybenzyl)-2-fluoro-N-(thiazol-2-yl)-4-((1-(o-tolyl)propyl)amino)benzenesulfonamide ClC=1C(=CC(=C(C1)S(=O)(=O)N(C=1SC=CN1)CC1=C(C=C(C=C1)OC)OC)F)N[C@@H](CC)C1=C(C=CC=C1)C